(5RS)-2-[(1-Ethyl-1H-imidazol-2-yl)methyl]-5-(pyrrolidin-1-ylcarbonyl)-5,6,7,8-tetrahydro[1,2,4]triazolo[4,3-a]pyridin-3(2H)-one C(C)N1C(=NC=C1)CN1N=C2N([C@H](CCC2)C(=O)N2CCCC2)C1=O |r|